3-methyl-N-(4-oxazolo[5,4-b]pyridin-2-ylphenyl)tetrahydrofuran-3-carboxamide CC1(COCC1)C(=O)NC1=CC=C(C=C1)C=1OC2=NC=CC=C2N1